OCC(C)NC(CC)=O N-(1-hydroxypropan-2-yl)propionamide